N-((1R,5S,8s)-3-(5-(6-(3-cyanopyrrolo[1,2-b]pyridazin-7-yl)-4-(isopropylamino)pyridin-3-yl)-1,3,4-thiadiazol-2-yl)-3-azabicyclo[3.2.1]oct-8-yl)piperidine-4-carboxamide C(#N)C1=CC=2N(N=C1)C(=CC2)C2=CC(=C(C=N2)C2=NN=C(S2)N2C[C@H]1CC[C@@H](C2)C1NC(=O)C1CCNCC1)NC(C)C